(R)-1-((e)-1-(3-Chloro-2-(chloromethyl)-5-fluorophenyl)ethyl)-4,5-dimethylpiperazine-2,3-dione ClC=1C(=C(C=C(C1)F)C(C)N1C(C(N([C@@H](C1)C)C)=O)=O)CCl